3,8-diazabicyclo[3.2.1]oct-8-yl-(cyclopropyl)methanone C12CNCC(CC1)N2C(=O)C2CC2